BrC=1C=NC=2N(C=3C=CC(=CC3OC2C1)Br)CCCCCN1[C@H]2CO[C@@H](C1)C2 6,12-dibromo-2-{5-[(1R,4R)-2-oxa-5-azabicyclo[2.2.1]heptan-5-yl]pentyl}-9-oxa-2,4-diazatricyclo[8.4.0.0^{3,8}]tetradeca-1(10),3(8),4,6,11,13-hexaene